(S)-5-(2-((5,6-diethyl-2,3-dihydro-1H-inden-2-yl)amino)-1-hydroxyethyl)-8-((perfluorophenyl)methoxy)quinolin-2(1H)-one C(C)C=1C=C2CC(CC2=CC1CC)NC[C@@H](O)C1=C2C=CC(NC2=C(C=C1)OCC1=C(C(=C(C(=C1F)F)F)F)F)=O